2-(6-(4-(2,6-diazaspiro[3.5]nonan-6-yl)phenyl)-4,7-dichloro-2H-indazol-2-yl)-2-((R)-6-fluoro-6,7-dihydro-5H-pyrrolo[1,2-c]imidazol-1-yl)-N-(thiazol-2-yl)acetamide C1NCC12CN(CCC2)C2=CC=C(C=C2)C=2C=C(C1=CN(N=C1C2Cl)C(C(=O)NC=2SC=CN2)C2=C1N(C=N2)C[C@@H](C1)F)Cl